OCC1(C2CCN(CC12)C(=O)OC(C)(C)C)C1=CSC=C1 Tert-butyl 7-(hydroxymethyl)-7-(thiophen-3-yl)-3-azabicyclo[4.1.0]heptane-3-carboxylate